4-(4-(4-(3-aminocyclobutanoyloxy)phenyl)tetrahydro-2H-pyran-4-yl)phenol NC1CC(C1)C(=O)OC1=CC=C(C=C1)C1(CCOCC1)C1=CC=C(C=C1)O